FC1=CC(=C(OC2=C(C=C(C=C2)S(=O)(=O)N)C2=CN(C(C(=C2OC)I)=O)C)C(=C1)C)C 4-(4-fluoro-2,6-dimethylphenoxy)-3-(5-iodo-4-methoxy-1-methyl-6-Oxo-1,6-dihydropyridin-3-yl)benzenesulfonamide